tert-butyl (endo)-5-((tert-butoxycarbonyl)(7-chloro-8-fluoro-3-iodo-2-(methylthio)-1,6-naphthyridin-4-yl)amino)-2-azabicyclo[2.1.1]hexane-2-carboxylate C(C)(C)(C)OC(=O)N(C1C2CN(C1C2)C(=O)OC(C)(C)C)C2=C(C(=NC1=C(C(=NC=C21)Cl)F)SC)I